5-(2-(3,5-bis(trifluoromethyl)phenyl)-N,2-dimethylpropionamido)-2-(4-methylpiperazin-1-yl)-4-(o-tolyl)pyridine 1-oxide FC(C=1C=C(C=C(C1)C(F)(F)F)C(C(=O)N(C)C=1C(=CC(=[N+](C1)[O-])N1CCN(CC1)C)C1=C(C=CC=C1)C)(C)C)(F)F